6-(2,4-difluorophenyl)-3-(3-(trifluoromethyl)phenyl)-2H-benzo[e][1,3]oxazine-2,4(3H)-dione FC1=C(C=CC(=C1)F)C=1C=CC2=C(C(N(C(O2)=O)C2=CC(=CC=C2)C(F)(F)F)=O)C1